(azidomethyl)-N-(4-(trifluoromethoxy)phenyl)picolinamide N(=[N+]=[N-])CC=1C(=NC=CC1)C(=O)NC1=CC=C(C=C1)OC(F)(F)F